[Br-].C(CCC)[N+](CCCC)(CCCC)CCCC.[Pd] palladium tetrabutylammonium bromide